C1(C(C1)C(=O)N)C(=O)N cyclopropane-1,2-dicarboxamide